molybdenum trisulphide silver [Ag].[Mo](=S)(=S)=S